CNC(=O)C1=CC(=CC=2C[C@@H](OC21)C2=CC=CC=C2)C(=O)NC2=NN(N=C2)C |r| (+/-)-N7-Methyl-N5-(2-methyl-2H-1,2,3-triazol-4-yl)-phenyl-2,3-dihydrobenzofuran-5,7-dicarboxamide